C(C=C)OCCOCCO diethylene glycol monoallyl ether